dimethyl-2,4-di(thiazol-4-yl)-3-(pyridin-2-ylmethyl)-7-methyl-3,7-diaza-bicyclo[3.3.1]nonan-9-one CC1(C2(CN(CC(C(N1CC1=NC=CC=C1)C=1N=CSC1)C2=O)C)C)C=2N=CSC2